ethyl (1-((benzyloxy)methyl)-5-chloro-6-oxo-1,6-dihydropyridazin-4-yl)glycinate C(C1=CC=CC=C1)OCN1N=CC(=C(C1=O)Cl)NCC(=O)OCC